6-[4-(1-methyl-4-piperidinyl)phenyl]isoindoline-1-thione, dihydrochloride Cl.Cl.CN1CCC(CC1)C1=CC=C(C=C1)C1=CC=C2CNC(C2=C1)=S